[2H]C([C@](C(N1C=CC2=CC(=CC=C12)OC)([2H])[2H])(N(C)C)[2H])([2H])[2H] (2R)-1,1,1,2,3,3-hexadeuterio-3-(5-methoxyindol-1-yl)-N,N-dimethyl-propan-2-amine